[Br-].OCC[N+](CC(COCCCCCCCCCCCCCC)OCCCCCCCCCCCCCC)(C)C N-(2-hydroxyethyl)-N,N-dimethyl-2,3-bis(tetradecyloxy)propan-1-aminium bromide